BrC1=CC=CC=2NC(OC21)=O 7-Bromobenzo[d]oxazol-2(3H)-one